C(CCCCCCCCC)(=O)OC[C@@H](OC(CCCCCCCCC)=O)COP(=O)([O-])OCC[N+](C)(C)C 1,2-didecanoyl-sn-glycero-3-Phosphocholine